ClC1=C(C=CC=2N=C(SC21)C)C2=NNC1=NC(=CN=C12)N1C[C@@H]2[C@]([C@@H]2CC1)(C1=NC=C(C=C1)F)CN ((1S,6R,7S)-3-(3-(7-chloro-2-methylbenzo[d]thiazol-6-yl)-1H-pyrazolo[3,4-b]pyrazin-6-yl)-7-(5-fluoropyridin-2-yl)-3-azabicyclo[4.1.0]heptan-7-yl)methanamine